2-(5-methyl-3-(trifluoromethyl)-1H-pyrazol-1-yl)acetyl chloride CC1=CC(=NN1CC(=O)Cl)C(F)(F)F